ClC1=CC=C(C(=N1)NC(=S)NC(C1=CC=CC=C1)=O)I N-((6-chloro-3-iodopyridin-2-yl)carbamothioyl)benzamide